N-[4-[(6,7-dimethoxy-1,5-naphthyridin-4-yl)oxy]-3-fluorophenyl]-1-(2-fluoroethyl)-5-(4-fluoro-2-methylphenyl)-2-methyl-4-oxopyridine-3-carboxamide COC=1N=C2C(=CC=NC2=CC1OC)OC1=C(C=C(C=C1)NC(=O)C1=C(N(C=C(C1=O)C1=C(C=C(C=C1)F)C)CCF)C)F